2-(4-(ethylsulfonyl)phenyl)-N-(6-(1-(pyridin-2-yl)cyclobutane-1-carbonyl)pyridin-3-yl)acetamide C(C)S(=O)(=O)C1=CC=C(C=C1)CC(=O)NC=1C=NC(=CC1)C(=O)C1(CCC1)C1=NC=CC=C1